tert-Butyl N-[4-(methylamino)-1H-pyrazol-5-yl]carbamate CNC=1C=NNC1NC(OC(C)(C)C)=O